2'-(diisopropylphosphanyl)-N2,N2,N4,N4-tetramethyl-[1,1'-biphenyl]-2,4-diamine C(C)(C)P(C1=C(C=CC=C1)C=1C(=CC(=CC1)N(C)C)N(C)C)C(C)C